methyl (1R,2S,5S)-3-[(2S)-2-(tert-butoxycarbonylamino)-3-tetrahydrofuran-3-yl-propanoyl]-6,6-dimethyl-3-azabicyclo[3.1.0]hexane-2-carboxylate C(C)(C)(C)OC(=O)N[C@H](C(=O)N1[C@@H]([C@H]2C([C@H]2C1)(C)C)C(=O)OC)CC1COCC1